(R)-N-((1S,2R)-1-(5-bromo-2-fluorophenyl)-2-fluoro-3-(2,4,6-trioxo-1-(tetrahydro-2H-pyran-4-yl)hexahydropyrimidin-5-yl)propyl)-2-methylpropane-2-sulfinamide BrC=1C=CC(=C(C1)[C@@H]([C@@H](CC1C(NC(N(C1=O)C1CCOCC1)=O)=O)F)N[S@](=O)C(C)(C)C)F